N-Ethyldiiso-propylamine C(C)N(C(C)C)C(C)C